[Si](C)(C)(C(C)(C)C)O[C@@H]1C[C@H](N(C1)C([C@H](C(C)(C)C)O)=O)C(=O)N[C@@H](C)C1=CC=C(C=C1)C#C (2S,4R)-4-((tert-butyldimethylsilyl)oxy)-N-((S)-1-(4-ethynylphenyl)ethyl)-1-((S)-2-hydroxy-3,3-dimethylbutanoyl)pyrrolidine-2-carboxamide